C(C)(C)(C)OC(=O)N1CCN(CC1)C1CC(C1)N1N=C2C=C(C(=CC2=C1)[N+](=O)[O-])C(=O)OC methyl 2-((1r,3r)-3-(4-(tert-butoxycarbonyl)piperazin-1-yl)cyclobutyl)-5-nitro-2H-indazole-6-carboxylate